ClC1=C(C=CC=C1)C1=NOC(=N1)C1=CC2=C(N(N=N2)C(C)C)C=C1 5-[3-(2-chlorophenyl)-1,2,4-oxadiazol-5-yl]-1-(propan-2-yl)-1H-1,2,3-benzotriazole